C(C1=CC=CC=C1)N(C1(COC1)C#N)C[Si](C)(C)C 3-(benzyl((trimethylsilyl)methyl)amino)oxetane-3-carbonitrile